(E)-1-[2-(2-Hexyldecoxy)-6-hydroxyphenyl]-3-[4-(methoxymethoxy)phenyl]prop-2-en-1-one C(CCCCC)C(COC1=C(C(=CC=C1)O)C(\C=C\C1=CC=C(C=C1)OCOC)=O)CCCCCCCC